[S].C(C)O[Si](OC(C1=CC=CC=C1)(C1=CC=CC=C1)C1=CC=CC=C1)(OC(C1=CC=CC=C1)(C1=CC=CC=C1)C1=CC=CC=C1)OCC diethoxyditrityloxysilane Sulfur